C(C1=CC=CC=C1)OCC(=O)NC=1SC2=C(N1)CCCC2C2=CC(=CC=C2)Cl 2-(benzyloxy)-N-(7-(3-chlorophenyl)-4,5,6,7-tetrahydrobenzo[d]thiazol-2-yl)acetamide